1-(pyrazin-2-yl)-7-(trifluoromethyl)quinazolin-2,4(1H,3H)-dione N1=C(C=NC=C1)N1C(NC(C2=CC=C(C=C12)C(F)(F)F)=O)=O